2-Chloro-4-(8-(4-(4-((4-(5-((2,6-dioxopiperidin-3-yl)amino)-2-fluorophenyl)piperazin-1-yl)methyl)piperidine-1-carbonyl)phenyl)-3-methyl-2,8-diazaspiro[4.5]decan-2-yl)benzonitrile ClC1=C(C#N)C=CC(=C1)N1CC2(CC1C)CCN(CC2)C2=CC=C(C=C2)C(=O)N2CCC(CC2)CN2CCN(CC2)C2=C(C=CC(=C2)NC2C(NC(CC2)=O)=O)F